NC1=C(C=O)C(=CN=C1)C(F)(F)F 3-AMINO-5-(TRIFLUOROMETHYL)ISONICOTINALDEHYDE